5-((2,4-dioxo-3,4-dihydropyrido[2,3-d]pyrimidin-1(2H)-yl)methyl)-2-iodobenzoic acid O=C1NC(C2=C(N1CC=1C=CC(=C(C(=O)O)C1)I)N=CC=C2)=O